i-propyl Ether C(C)(C)OC(C)C